NC1=C(C=CC=C1)C=1N(C=CN1)COCC[Si](C)(C)C o-amino(1-((2-(trimethylsilyl)ethoxy)methyl)-1H-imidazol-2-yl)benzene